OCC1CC2C(C(OC=3C=CC=C(C23)O)(C)C)CC1 9-(Hydroxymethyl)-6,6-dimethyl-6a,7,8,9,10,10a-hexahydrobenzo[c]chromen-1-ol